C(#C)C1=CC=C(C=C1)[C@H](C)N (S)-1-(4-ethynylphenyl)ethanamine